COC(CNCC1=CC(=C(C(=C1)Cl)CC1=C(C(=C(C=C1)O)C(C)C)F)Cl)=O (3,5-dichloro-4-(2-fluoro-4-hydroxy-3-isopropylbenzyl)benzyl)glycine methyl ester